C(NC(=O)C1=NC=C(C=C1)N1CCN(CC1)CC=1C=C2NC(C(=NC2=CC1)C)=O)([2H])([2H])[2H] N-(methyl-d3)-5-(4-((2-methyl-3-oxo-4H-quinoxalin-6-yl)methyl)piperazin-1-yl)pyridine-2-Formamide